C(CC)NC(=O)C1=NC=CC=C1 N-propylpyridineamide